2-cyclopentyl-1-(4-methylbenzenesulfonyl)pyrrole C1(CCCC1)C=1N(C=CC1)S(=O)(=O)C1=CC=C(C=C1)C